NC=1N=C(N(C1)CC(=O)NCC1=CC=C(C=C1)OC)CC 2-(4-amino-2-ethyl-1H-imidazol-1-yl)-N-(4-methoxybenzyl)acetamide